[Si](C)(C)(C(C)(C)C)OCCC/C=C/C=O (2E)-6-[(tert-butyldimethylsilyl)oxy]hex-2-enal